2-((R)-1-methylpyrrolidin-2-yl)propanamide CN1[C@H](CCC1)C(C(=O)N)C